COC=1C(=C(C(=CC1)C)C=1C=C(C=C2C=NN(C12)C)C(=O)N)C 7-(3-methoxy-2,6-dimethylphenyl)-1-methyl-indazole-5-carboxamide